FC(C(=O)O)(F)F.N1C=NC(=C2C1=NC=C2)O pyrrolo[2,3-d]pyrimidin-4-ol 2,2,2-trifluoroacetate